C(=O)C1=C(SC=C1)C=1N=C(C(=NC1)O[C@@H]1C[C@H](CCC1)C(=O)[O-])C (1S,3S)-3-((5-(3-Formylthiophen-2-yl)-3-methylpyrazin-2-yl)oxy)cyclohexane-1-carboxylate